C(C)[N+]1(CCCCC1)C 1-Ethyl-1-methylpiperidinium